C(C)(C)(C)OC(=O)N(C(OC(C)(C)C)=O)C1=NC=NC(=C1)NC1=NN(C=C1)CC1=CC=C(C=C1)OC tert-butyl N-(tert-butoxycarbonyl)-N-[6-([1-[(4-methoxyphenyl)methyl]pyrazol-3-yl]amino)pyrimidin-4-yl]carbamate